S1C2=C(C=C1)C(=CC=C2)N2CCN(CC2)CCCCOC2=CC=C1C(CC(N(C1=C2)COC(CCCCCCCCCCCCCCCCCCCC)=O)=O)(C)C Henicosanoic acid 7-[4-(4-benzo[b]thiophen-4-ylpiperazin-1-yl)butoxy]-4,4-dimethyl-2-oxo-3,4-dihydro-2H-quinolin-1-ylmethyl ester